C(C)(C)(C)C1=CC=C(C=C1)N1NC(=CC1C1=CC=C(C=C1)OC)C=CC1=CC=C(C=C1)OC 1-(4-tert-butyl-phenyl)-3-(4-methoxystyryl)-5-(4-Methoxyphenyl)-pyrazoline